4'-(1,3-phenylenebis(oxy))dianiline C1(=CC(=CC=C1)ONC1=CC=CC=C1)ONC1=CC=CC=C1